C(#N)[C@H]1N(CSC1)C(CNC(=O)C1=CC=NC2=CC=C(C=C12)N1CCC12CCC2)=O (R)-N-(2-(4-cyanothiazolidin-3-yl)-2-oxoethyl)-6-(1-azaspiro[3.3]heptane-1-yl)quinoline-4-carboxamide